C1(=CC=CC=C1)S(=O)(=O)N1C=CC=2C1=NC(=CC2)C(F)F 1-(benzenesulfonyl)-6-(difluoromethyl)pyrrolo[2,3-b]pyridine